COC1(C[C@@H]2[C@@H](CN(C2)S(=O)(=O)C=2C=NN(C2)C)C1)C1=CC=CC=C1 (3ar,5r,6as)-5-methoxy-2-((1-methyl-1H-pyrazol-4-yl)sulfonyl)-5-phenylhexahydrocyclopenta[c]pyrrol